1-(cyclopentylmethyl)-3-(6-(trifluoromethyl)-[1,1'-biphenyl]-3-yl)piperidine C1(CCCC1)CN1CC(CCC1)C=1C=C(C(=CC1)C(F)(F)F)C1=CC=CC=C1